O=C1NC(CCC1NC1=CC=C(CN(C2CCN(CC2)C2=C(C=C(C=C2)NC(C2=CC(=C(C=C2)C)C#CC2=CN=C3N2N=CC=C3)=O)C(F)(F)F)C)C=C1)=O N-(4-(4-((4-((2,6-dioxopiperidin-3-yl)amino)benzyl)(methyl)amino)piperidin-1-yl)-3-(trifluoromethyl)phenyl)-3-(imidazo[1,2-b]pyridazin-3-ylethynyl)-4-methylbenzamide